acetylazetidine-3-carboxylate C(C)(=O)OC(=O)C1CNC1